2-(benzyl(methyl)amino)-1-(3-chlorophenyl)ethan-1-one hydrochloride Cl.C(C1=CC=CC=C1)N(CC(=O)C1=CC(=CC=C1)Cl)C